C(O)(O)=O.OC1=CC=C(C=C1)C(C)(C)C1=CC=C(C=C1)O Bisphenol A carbonate